N-[(ethoxycarbonyl)methyl]-p-menthane-3-carboxamide C(C)OC(=O)CNC(=O)C1CC(CCC1C(C)C)C